COC=CC=1C=CC(=C(C1)C=1C=NOC1)OC(F)(F)F 4-[5-(2-methoxyvinyl)-2-(trifluoromethoxy)phenyl]isoxazole